C(C1=CC=CC=C1)OC(CCCCCCCCCC(=O)N([C@H](CCC(=O)OC1=C(C(=C(C(=C1F)F)F)F)F)C(=O)OCC1=CC=CC=C1)CCCCCCCCCCC)=O 1-benzyl 5-(perfluorophenyl) N-(11-(benzyloxy)-11-oxoundecanoyl)-N-undecyl-D-glutamate